(2-cyclopropyl-2-oxo-1-tetrahydrofuran-3-yl-ethyl)formamide C1(CC1)C(C(C1COCC1)NC=O)=O